Cl.N[C@H](C(=O)OC)CCCCCCCC1=NC=2NCCCC2C=C1 methyl (S)-2-amino-9-(5,6,7,8-tetrahydro-1,8-naphthyridin-2-yl)nonanoate hydrochloride